BrC=1C=C(C2=C(N(C(=N2)C(C)(C)O)C(C)C)C1)F 2-(6-bromo-4-fluoro-1-isopropyl-1H-benzo[d]imidazol-2-yl)propan-2-ol